2-(Ethyl-(methyl)amino)-1-(5-methoxy-1H-pyrrolo[2,3-b]pyridin-3-yl)ethan-1-ol C(C)N(CC(O)C1=CNC2=NC=C(C=C21)OC)C